5-isopropyl-1,3,4-thiadiazol-2-amine C(C)(C)C1=NN=C(S1)N